6-bromo-hexanoyl-Lysine BrCCCCCC(=O)N[C@@H](CCCCN)C(=O)O